N-((7-(5-(difluoromethyl)-1,3,4-oxadiazol-2-yl)imidazo[1,2-a]pyridin-2-yl)methyl)-4-(1-hydroxypropan-2-yl)-N-phenylpiperazine-1-sulfonamide FC(C1=NN=C(O1)C1=CC=2N(C=C1)C=C(N2)CN(S(=O)(=O)N2CCN(CC2)C(CO)C)C2=CC=CC=C2)F